CC1(OCC(O1)COC1=C(C=C(C=C1)F)[C@@H]1N(CCC1)C1=NC=2N(C=C1)N=CC2C(=O)N)C 5-((2R)-2-(2-((2,2-dimethyl-1,3-dioxolan-4-yl)methoxy)-5-fluorophenyl)pyrrolidin-1-yl)pyrazolo[1,5-a]pyrimidine-3-carboxamide